Ethyl 2-((4,6-dichloropyridin-3-yl)amino)-2-carbonylacetate ClC1=C(C=NC(=C1)Cl)NC(C(=O)OCC)=C=O